FC1(OCCN(C1)C=1C2=C(N=CN1)N(C(=C2)C2=CC=C(C=C2)NC(=O)C2=NC=CC(=C2)CN2C[C@@H](CCC2)NC(OC(C)(C)C)=O)COCC[Si](C)(C)C)F tert-butyl (R)-(1-((2-((4-(4-(2,2-difluoromorpholino)-7-((2-(trimethylsilyl)ethoxy)methyl)-7H-pyrrolo[2,3-d]pyrimidin-6-yl)phenyl)carbamoyl)pyridin-4-yl)methyl)piperidin-3-yl)carbamate